4-methyl-3,4-dihydroquinazoline-2(1H)-one CC1NC(NC2=CC=CC=C12)=O